ClC=1C=CC(=NC1C(F)(F)F)C(=O)N(C)OC 5-chloro-N-methoxy-N-methyl-6-(trifluoromethyl)picolinamide